difluoromethyl-5-[4-[(3R)-3-methylmorpholin-4-yl]-6-[(1R,4R)-2-oxa-5-azabicyclo[2.2.1]heptan-5-yl]-1,3,5-triazin-2-yl]pyridin-2-amine FC(F)C=1C(=NC=C(C1)C1=NC(=NC(=N1)N1[C@@H](COCC1)C)N1[C@H]2CO[C@@H](C1)C2)N